C1(CC1)C1=CN=C(N=N1)N[C@@H]1C[C@H](CC1)NC1=CC=C(C=N1)N1C(N(C2=C1C=C(C=C2)C#N)C)=O 3-(6-(((1S,3S)-3-((6-Cyclopropyl-1,2,4-triazin-3-yl)amino)cyclopentyl)amino)pyridin-3-yl)-1-methyl-2-oxo-2,3-dihydro-1H-benzo[d]imidazole-5-carbonitrile